4-(2,4,5-tris(4-chlorophenyl)-1H-imidazol-1-yl)benzoic Acid ClC1=CC=C(C=C1)C=1N(C(=C(N1)C1=CC=C(C=C1)Cl)C1=CC=C(C=C1)Cl)C1=CC=C(C(=O)O)C=C1